methyl (S)-2-((7-chloro-2-(5-fluoro-2-methyl-4-(methylcarbamoyl)phenyl)imidazo[1,2-a]pyridin-3-yl)methyl)morpholine-4-carboxylate ClC1=CC=2N(C=C1)C(=C(N2)C2=C(C=C(C(=C2)F)C(NC)=O)C)C[C@H]2CN(CCO2)C(=O)OC